C(C)OC([C@@H](N(C1=CC=C(C=C1)F)C=1SC(=C(N1)Cl)C(=O)C1=NC(=NO1)C=1C=NN(C1)C)C)=O |r| rac-N-(4-chloro-5-{[3-(1-methyl-1H-pyrazol-4-yl)-1,2,4-oxadiazol-5-yl]carbonyl}-1,3-thiazol-2-yl)-N-(4-fluorophenyl)alanine ethyl ester